(R)-4-(((4-(4-(3-(5-(((1-acetylpiperidin-4-yl)amino)methyl)-6-methoxypyridin-2-yl)-2-chlorophenyl)-3-chloropyridin-2-yl)-2-methoxybenzyl)amino)methyl)pyrrolidin-2-one C(C)(=O)N1CCC(CC1)NCC=1C=CC(=NC1OC)C=1C(=C(C=CC1)C1=C(C(=NC=C1)C1=CC(=C(CNC[C@H]2CC(NC2)=O)C=C1)OC)Cl)Cl